C(C)(C)(C)OC([C@H](C(C)C)N(C)C(=O)[C@@H]1C[C@H](C1)C#C)=O.NC1=CC=C(OC2=CC=C(C=C2)C(C)(C)C2=CC=C(C=C2)OC2=CC=C(C=C2)N)C=C1 2,2-bis[4-(4-aminophenoxy)phenyl]propane trans-tert-butyl-(2S)-2-[(3-ethynylcyclobutanecarbonyl)-methyl-amino]-3-methyl-butanoate